N-[2-[[4-[1-Methyl-4-(4-pyridyl)pyrazol-3-yl]phenoxy]methyl]-4-quinolyl]-1,1-diphenyl-methanimine CN1N=C(C(=C1)C1=CC=NC=C1)C1=CC=C(OCC2=NC3=CC=CC=C3C(=C2)N=C(C2=CC=CC=C2)C2=CC=CC=C2)C=C1